ClC1=CC=C(C(=N1)N)C1=CC(=NC=C1)C(F)F 6-chloro-2'-(Difluoromethyl)-[3,4'-bipyridyl]-2-amine